3-(1-methyl-6-((R)-3-(trifluoromethyl)piperazin-1-yl)-1H-indazol-3-yl)piperidine-2,6-dione hydrochloride Cl.CN1N=C(C2=CC=C(C=C12)N1C[C@@H](NCC1)C(F)(F)F)C1C(NC(CC1)=O)=O